tetradecanyl acrylate C(C=C)(=O)OCCCCCCCCCCCCCC